4-bromo-3-chloroaniline BrC1=C(C=C(N)C=C1)Cl